BrC1=CN=C(C2=NC=CN=C21)Cl 8-bromo-5-chloro-pyrido[3,4-b]pyrazine